1-β-aminoethyl-amino-5-methoxy-2-nitrobenzene NCCC1=C(C(=CC(=C1)OC)N)[N+](=O)[O-]